C1C(C(=O)N(C1=O)OC(=O)C(C(C(=O)ON2C(=O)CC(C2=O)S(=O)(=O)O)O)O)S(=O)(=O)O disulfosuccinimidyl tartrate